CN[C@@H](C)C(=O)O N-METHYLALANINE